4-methyl-5-(5-cyclopropylsulfonamido-6-methoxypyridin-3-yl)-1,3-thiazol CC=1N=CSC1C=1C=NC(=C(C1)NS(=O)(=O)C1CC1)OC